N-(1-cyanocyclopropyl)-8-[(2R,5S)-2-(methoxymethyl)-5-methylmorpholin-4-yl]-3-(5-methyl-1,3,4-oxadiazol-2-yl)imidazo[1,5-a]pyridine-6-sulfonamide C(#N)C1(CC1)NS(=O)(=O)C=1C=C(C=2N(C1)C(=NC2)C=2OC(=NN2)C)N2C[C@@H](OC[C@@H]2C)COC